tert-butyl-3-(2-hydroxyethoxy)pyrrolidine C(C)(C)(C)N1CC(CC1)OCCO